N-(5,6-difluoro-1H-indol-3-yl)-5-(pyridin-2-yl)thiophene-2-sulfonamide FC=1C=C2C(=CNC2=CC1F)NS(=O)(=O)C=1SC(=CC1)C1=NC=CC=C1